FC1=NC=CC(=C1C)B(O)O (2-fluoro-3-methylpyridin-4-yl)boronic acid